C(C1=CC=CC=C1)OC(=O)N1C(CC(CC1)CN([C@H]1[C@@H](C1)C1=CC=CC=C1)C)F fluoro-4-((methyl-(trans-2-phenylcyclopropyl)amino)methyl)piperidine-1-carboxylic acid benzyl ester